N-(2,3-dihydrobenzofuran-5-yl)-benzamide O1CCC2=C1C=CC(=C2)NC(C2=CC=CC=C2)=O